S1C(=NC2=C1C=CC=C2)C2=CC(=C(OCCOC1=CC3=C(C=CC(O3)=O)C=C1)C=C2)OC 7-(2-(4-(benzo[d]thiazol-2-yl)-2-methoxyphenoxy)ethoxy)-2H-benzopyran-2-one